tert-butyl N-[3-(2,5-dimethylpyrazol-3-yl)oxypropyl]carbamate CN1N=C(C=C1OCCCNC(OC(C)(C)C)=O)C